OC[C@@H]1C/C(/CN1C(=O)C1=CC=C(C=C1)C1=C(C=CC=C1)C)=N/O (3Z,5S)-5-(hydroxymethyl)-1-[(2'-methyl-1,1'-biphenyl-4-yl)carbonyl]pyrrolidin-3-one oxime